1-(azetidin-3-yl)-N-(4-chloro-6-fluoro-1,3-benzothiazol-2-yl)piperidine-3-carboxamide hydrochloride Cl.N1CC(C1)N1CC(CCC1)C(=O)NC=1SC2=C(N1)C(=CC(=C2)F)Cl